8,11-bis(4-(diphenylamino)phenyl)dithieno[2,3-a:3',2'-c]phenazine-2,5-dicarbonitrile C1(=CC=CC=C1)N(C1=CC=C(C=C1)C1=C2N=C3C4=C(C5=C(C3=NC2=C(C=C1)C1=CC=C(C=C1)N(C1=CC=CC=C1)C1=CC=CC=C1)SC(=C5)C#N)C=C(S4)C#N)C4=CC=CC=C4